dibutylaminopropyl carbamate C(N)(OCCCN(CCCC)CCCC)=O